COC([C@@H](NC(\C=C\C=1C(=NN(C1)C1=CC=CC=C1)C1=CC2=CC=CC=C2C=C1)=O)CC1=CNC2=CC=CC=C12)=O (E)-(3-(3-(naphthalen-2-yl)-1-phenyl-1H-pyrazol-4-yl)acryloyl)-L-tryptophan methyl ester